4-bromo-N-(4-bromo-3-methylphenyl)-3-methylbenzamide BrC1=C(C=C(C(=O)NC2=CC(=C(C=C2)Br)C)C=C1)C